benzidine-formaldehyde C=1(C(=CC(N)=CC1)C=O)C1=CC=C(N)C=C1